2-[(1-methyl-1H-pyrazol-4-yl)amino]-4-[(pyridin-4-ylmethyl)amino]pyrimidin-5-carboxamide CN1N=CC(=C1)NC1=NC=C(C(=N1)NCC1=CC=NC=C1)C(=O)N